C1(=C(C=CC2=CC=CC=C12)OC=1C=C(C=CC1)CO)C1=C(C=CC2=CC=CC=C12)OC=1C=C(C=CC1)CO {[1,1'-binaphthalene]-2,2'-diylbis(oxy-3,1-phenylene)}dimethanol